C(C1=CC=CC=C1)OC1=CC=C(C=C1)OCC(C)OC 1-(benzyloxy)-4-(2-methoxypropoxy)benzene